FC1=C(C(=CC=C1)O)N1C(C=2N=C(N=C(C2C1)N1[C@H](CN(CC1)C#N)C)S(=O)(=O)C)=O (S)-4-(6-(2-Fluoro-6-hydroxyphenyl)-2-(methylsulfonyl)-7-oxo-6,7-dihydro-5H-pyrrolo[3,4-d]pyrimidin-4-yl)-3-methylpiperazine-1-carbonitrile